C(N)(OC1=NC(=C(N=C1C1=CC(=NO1)C1=C(C=C(C=C1F)C#N)F)C1=CC=C(C=C1)S(=O)(=O)C(C)C)C(C)(C)C)=O tert-butyl(3-(3-(4-cyano-2,6-difluorophenyl)isoxazol-5-yl)-5-(4-(isopropylsulfonyl)phenyl)pyrazine-2-yl) carbamate